4-aminobutyl(diethoxy)ethylsilane NCCCC[SiH2]CC(OCC)OCC